(S)-4-(4-bromopyrimidin-2-yl)-2-methylmorpholine BrC1=NC(=NC=C1)N1C[C@@H](OCC1)C